tert-butyl 4-[2-[(6-hydroxy-2-pyridyl)oxy]ethoxy]piperidine-1-carboxylate OC1=CC=CC(=N1)OCCOC1CCN(CC1)C(=O)OC(C)(C)C